Boc(t-butyloxycarbonyl)lysine C(=O)(OC(C)(C)C)N([C@@H](CCCCN)C(=O)O)C(=O)OC(C)(C)C